NC1=C(C(=NN1[C@@H]1CN(CC1)CC#CC)C#CC1=CC(=CC(=C1)OC)OC)C(=O)N (S)-5-amino-1-(1-(but-2-ynyl)pyrrolidin-3-yl)-3-((3,5-dimethoxyphenyl)ethynyl)-1H-pyrazole-4-carboxamide